5-cyclohexyl-3-methyl-5H-naphtho[2',3':4,5]furo[2,3-b]indole-7,12-dione C1(CCCCC1)N1C2=C(C3=CC=C(C=C13)C)C1=C(O2)C(C2=CC=CC=C2C1=O)=O